FC=1C=C(C(=NC1)OCCNC(OC(C)(C)C)=O)[C@@H]1N(C[C@H](C1)F)C1=NC=2N(C=C1)N=CC2N.C(=C)[Si](O[Si](C=C)(C)C)(C)C.[Pt] platinum (0) 1,3-divinyltetramethyl disiloxane tert-Butyl (2-((5-fluoro-3-((2R,4S)-4-fluoro-1-(3-aminopyrazolo[1,5-a]pyrimidin-5-yl)pyrrolidin-2-yl)pyridin-2-yl)oxy)ethyl)carbamate